S1N=C(N=C1)C1=C(C(=O)N)C=CC=N1 1,2,4-thiadiazolyl-nicotinamide